C1(CC1)OC(C(C=1OC2=C(N1)C=C(C=C2)C(COC)N2C(NC(C2)C(F)(F)F)=O)NC(=O)C=2C=NOC2CC)C N-(2-cyclopropoxy-1-(5-(2-methoxy-1-(2-oxo-4-(trifluoromethyl)imidazolidin-1-yl)ethyl)benzo[d]oxazol-2-yl)propyl)-5-ethylisoxazole-4-carboxamide